CC\C=C\CC trans-3-hexen